CN1C=C(C=2C1=NC=CC2)CNC[C@H]2OCCC2 1-methyl-3-(((((S)-tetrahydrofuran-2-yl)methyl)amino)methyl)-1H-pyrrolo[2,3-b]pyridin